N-(1,1-dimethylethyl)-N2-[(9H-fluoren-9-ylmethoxy)carbonyl]-L-glutamine CC(C)(C)N([C@@H](CCC(N)=O)C(=O)O)C(=O)OCC1C2=CC=CC=C2C=2C=CC=CC12